1-(4-(1-(2-fluorophenyl)azetidin-3-yl)-2,6-dimethylbenzyl)-3-methylazetidin-3-ol FC1=C(C=CC=C1)N1CC(C1)C1=CC(=C(CN2CC(C2)(O)C)C(=C1)C)C